C(C)(=O)N1C=C(C2=CC=CC=C12)C(=O)NCC1=CC(=CC(=C1)C(F)(F)F)C(F)(F)F 1-acetyl-N-(3,5-bis(trifluoromethyl)benzyl)-1H-indole-3-carboxamide